9-Decen CCCCCCCCC=C